NN1C(C=C(C=C1C)O)=O 1-amino-4-hydroxy-6-methylpyridin-2(1H)-one